[1-(4-cyano-6-methylpyrimidin-2-yl)-4-methylpiperidin-4-yl]carbamic acid tert-butyl ester C(C)(C)(C)OC(NC1(CCN(CC1)C1=NC(=CC(=N1)C#N)C)C)=O